3-((quinoline-5-carboxamido)methyl)-4,5-dihydroisoxazole N1=CC=CC=2C(=CC=CC12)C(=O)NCC1=NOCC1